C(C1=CC=CC=C1)(C1=CC=CC=C1)(C1=CC=CC=C1)N1C=NC=C1 N-trityl-imidazole